(7-methoxy-8-piperazin-1-yl-4-isoquinolinyl)hexahydropyrimidine-2,4-dione COC1=CC=C2C(=CN=CC2=C1N1CCNCC1)N1C(NC(CC1)=O)=O